Methyl 6-(((6aR,8R)-2-chloro-6a-(fluoromethyl)-5,6,6a,7,8,9-hexahydropyrrolo[1',2':4,5]pyrazino[2,3-c]pyridazin-8-yl)oxy)-4-methylnicotinate ClC=1C=C2C(=NN1)NC[C@@]1(N2C[C@@H](C1)OC1=NC=C(C(=O)OC)C(=C1)C)CF